NC1=NN2C(C=C(C=C2)C=2C=C(C(=NC2)C)C(=O)NCC2=C(C=CC(=C2)F)OCC2CCCC2)=N1 5-{2-amino-[1,2,4]triazolo[1,5-a]pyridin-7-yl}-N-{[2-(cyclopentylmethoxy)-5-fluorophenyl]methyl}-2-methylpyridine-3-carboxamide